tert-butyl 1-(3,5-difluorobenzyl)-2,4-dioxo-3-(6-(trifluoromethyl)pyridin-3-yl)-1,3,8-triazaspiro[4.5]decane-8-carboxylate FC=1C=C(CN2C(N(C(C23CCN(CC3)C(=O)OC(C)(C)C)=O)C=3C=NC(=CC3)C(F)(F)F)=O)C=C(C1)F